2-methoxycarbonyl-2-trifluoromethyl-4-methyl-1,3-dioxolane COC(=O)C1(OCC(O1)C)C(F)(F)F